(15z,18z)-N,N-dimethyl-6-((9z,12z)-octadeca-9,12-dien-1-yl)tetracosan-4,15,18-trien-1-amine CN(CCCC=CC(CCCCCCCC\C=C/C\C=C/CCCCC)CCCCCCCC\C=C/C\C=C/CCCCC)C